(R)-tert-butyl (1-(4-(4-(3-ethylpiperazine-1-carboxamido)-2-oxopyrimidin-1(2H)-yl)benzyl)piperidin-4-yl)carbamate C(C)[C@@H]1CN(CCN1)C(=O)NC1=NC(N(C=C1)C1=CC=C(CN2CCC(CC2)NC(OC(C)(C)C)=O)C=C1)=O